ClC=1C(=NC(=NC1)N1CC(N(CC1)C)COC=1C=C2C(N(C(C2=CC1)=O)C1C(NC(CC1)=O)=O)=O)NC=1C=C2C=C(C(N(C2=CC1)C)=O)OCC(C)=O 5-((4-(5-chloro-4-((1-methyl-2-oxo-3-(2-oxopropoxy)-1,2-dihydroquinolin-6-yl)amino)pyrimidin-2-yl)-1-methylpiperazin-2-yl)methoxy)-2-(2,6-dioxopiperidin-3-yl)isoindoline-1,3-dione